C(C1=CC=CC=C1)OC(=O)NNCC1N(CC=C1)C(=O)OC(C)(C)C tert-butyl 2-((2-((benzyloxy)carbonyl)hydrazinyl)methyl)-2,5-dihydro-1H-pyrrole-1-carboxylate